C(C)(C)(C)OC(=O)\N=C(/N1[C@@H](CCC1)C1=NC(=NO1)C1=CN(C2=CC=CC=C12)CCCCCCCCCC)\NC(OC(C)(C)C)=O Tert-butyl (S,Z)-(((tert-butoxycarbonyl)imino)(2-(3-(1-decyl-1H-indol-3-yl)-1,2,4-oxadiazol-5-yl)pyrrolidin-1-yl)methyl)carbamate